SCC(=O)OCC(COC(CS)=O)(COC(CS)=O)COC(CS)=O pentaerythritol tetrakis-(2-mercaptoacetate)